P(=O)(O)(O)[O-].C(CCCCCCCCCCCCCCCCC)(=O)NCCC[N+](CCO)(C)C stearamidopropyldimethyl-(β-hydroxyethyl)ammonium dihydrogen phosphate